oxo-phenylacetic acid 1-methyl-2-[2-(2-oxo-2-phenyl-acetoxy)-propoxy]-ethyl ester CC(COCC(C)OC(C(C1=CC=CC=C1)=O)=O)OC(C(C1=CC=CC=C1)=O)=O